47-cis-2-(5-(3-Hydroxypyrrolidine-1-carbonyl)pyridin-2-yl)-6-(3-methoxy-2-methylphenyl)phthalazin-1(2H)-one OC1CN(CC1)C(=O)C=1C=CC(=NC1)N1C(C2=CC=C(C=C2C=N1)C1=C(C(=CC=C1)OC)C)=O